OCCOCC1=NC(=CC=C1C(=O)O)C(F)(F)F 2-(2-hydroxyethoxymethyl)-6-(trifluoromethyl)pyridine-3-carboxylic acid